CN(CC#CC=1C(=C(C=CC1)O)F)C [3-(dimethylamino)prop-1-ynyl]-2-fluoro-phenol